C1(CC1)C=1N=C(C=2N(C1)C(=CN2)C=2C=NNC2)NC2=C(C=C(C(=O)C1NCCNC1)C=C2)F 2-(4-((6-cyclopropyl-3-(1H-pyrazol-4-yl)imidazo[1,2-a]pyrazin-8-yl)amino)-3-fluorobenzoyl)piperazin